C(#N)C1=CC2=C(C(=NO2)C2=C(\C=N\[S@@](=O)C(C)(C)C)C=CC=C2)C=C1 (S,E)-N-[2-(6-cyanobenzo[d]isoxazol-3-yl)benzylidene]-2-methylpropane-2-sulfinamide